(R)-3-(4-(5-chloro-3-fluoro-pyridin-2-yl)-1-(4-chloro-benzyl)-3,6-dioxo-piperazin-2-yl)bicyclo-[1.1.1]pentane-1-carboxamide ClC=1C=C(C(=NC1)N1C([C@H](N(C(C1)=O)CC1=CC=C(C=C1)Cl)C12CC(C1)(C2)C(=O)N)=O)F